(3-chloro-4-fluorobenzyl)(4-((3-(5-fluoro-1H-indol-3-yl)propyl)amino)piperidin-1-yl)methanone ClC=1C=C(CC(=O)N2CCC(CC2)NCCCC2=CNC3=CC=C(C=C23)F)C=CC1F